C(C1=CC=CC=C1)N([C@H]1CC[C@H](CC1)OCC(C)(O)C)CC1=CC=CC=C1 1-{[cis-4-(dibenzylamino)cyclohexyl]oxy}-2-methylpropan-2-ol